diphenyl-[4-(phenylthio)phenylsulfonium] hexafluoroantimonate F[Sb-](F)(F)(F)(F)F.C1(=CC=CC=C1)[S+](C1=CC=C(C=C1)SC1=CC=CC=C1)C1=CC=CC=C1